2,2-difluoro-5-iodo-1,3-benzodioxole FC1(OC2=C(O1)C=CC(=C2)I)F